C[C@@H]1CC2=NN3C(C(N(C[C@@H](C3)C3=NNC=C3)C)=O)=C2CN1 |o1:10| (3R,8S*)-3,10-Dimethyl-8-(1H-pyrazol-3-yl)-3,4,7,8,9,10-hexahydro-1H-pyrido-[4',3':3,4]pyrazolo[1,5-a][1,4]diazepin-11(2H)-one